CCC(CCC(C)(O)C)O 1,5-dimethyl-2,5-hexanediol